CN1C(C(=C(C=C1C)[O-])NC(N[C@@H](CC(=O)[O-])C=1C=C(C=C(C1)F)C1=CC(=CC=C1)OC(F)(F)F)=O)=O.[Na+].[Na+] Natrium (S)-3-(3-(1,6-Dimethyl-4-oxido-2-oxo-1,2-dihydropyridin-3-yl)ureido)-3-(5-fluoro-3'-trifluoromethoxybiphenyl-3-yl)propanoat